3-(cyclopropylmethoxy)-N-(3,5-dichloropyridin-4-yl)-4-(difluoromethoxy)benzamide C1(CC1)COC=1C=C(C(=O)NC2=C(C=NC=C2Cl)Cl)C=CC1OC(F)F